3-(5-(((R)-1-(but-2-yn-1-yl)piperidin-3-yl)oxy)-1-oxoisoindolin-2-yl)piperidine C(C#CC)N1C[C@@H](CCC1)OC=1C=C2CN(C(C2=CC1)=O)C1CNCCC1